BrC1=CC=C(C=C1)CCCNC=1C2=C(N=C(N1)C(F)(F)F)SC(=C2)C N-(3-(4-bromophenyl)propyl)-6-methyl-2-(trifluoromethyl)thieno[2,3-d]pyrimidin-4-amine